C(C)N1C(NC2=CC(=CC=C2C1=O)CN1CCN(CC1)C=1C=CC(=NC1F)C(=O)NC(C)C)=O 5-(4-((3-ethyl-2,4-dioxo-1,2,3,4-tetrahydroquinazolin-7-yl)methyl)piperazin-1-yl)-6-fluoro-N-isopropylpicolinamide